C(C=C)(=O)OC(CCCCCCCCCCCCCCC)CCCCCCCCCCCCCCCCCCCCCCCCCCCCC nonacosyl-hexadecanol acrylate